2-chloro-pyridine-4-boronic acid ClC1=NC=CC(=C1)B(O)O